ClC1=CC=C(N=N1)N[C@@H]1CC[C@H]2CN(C[C@H]21)C(=O)C=2SC(=CC2)OC(F)F [(3aS,4R,6aR)-4-[(6-Chloro-3-pyridazinyl)amino]hexahydrocyclopenta[c]pyrrol-2(1H)-yl][5-(difluoromethoxy)-2-thienyl]methanone